1,2-DIMETHYL-4-ETHYLBENZENE CC1=C(C=C(C=C1)CC)C